5-(1-(aminomethyl)-5-(trifluoromethyl)-3-azabicyclo[3.1.0]hex-3-yl)quinoline-8-carbonitrile NCC12CN(CC2(C1)C(F)(F)F)C1=C2C=CC=NC2=C(C=C1)C#N